C[C@@]12C(CC[C@H]1[C@@H]1CC[C@H]3CC(CC[C@]3(C)[C@H]1C(C2)=O)=O)=O (5α)-Androstane-3,11,17-trione